methyltrimethyl-(ethoxy)silane CC[Si](OCC)(C)C